tert-butyl (S)-4-(2,6-dichloro-5-fluoronicotinoyl)-3-methylpiperazine-1-carboxylate ClC1=C(C(=O)N2[C@H](CN(CC2)C(=O)OC(C)(C)C)C)C=C(C(=N1)Cl)F